rac-(1S*,2S*)-2-(4-methylpyrimidin-2-yl)cyclopropanecarboxylic acid CC1=NC(=NC=C1)[C@@H]1[C@H](C1)C(=O)O |r|